2-(5-ethoxy-2'-(4-methyl-4H-1,2,4-triazol-3-yl)-[1,1'-biphenyl]-3-yl)-4-(trifluoromethyl)isoindolin-1-one C(C)OC=1C=C(C=C(C1)C1=C(C=CC=C1)C1=NN=CN1C)N1C(C2=CC=CC(=C2C1)C(F)(F)F)=O